sodium bis(N-lauroyl-glutamyl)lysine C(CCCCCCCCCCC)(=O)N[C@@H](CCC(=O)O)C(=O)N([C@@H](CCCCN)C(=O)O)C([C@@H](NC(CCCCCCCCCCC)=O)CCC(=O)O)=O.[Na]